FC1(CN(C1)CC=1C=C(C(=O)N2CC3(C4=CC(=CC=C24)NS(=O)(=O)C)CCC2(CC3)CC2)C=CC1)F N-(1''-(3-((3,3-difluoroazetidin-1-yl)methyl)benzoyl)dispiro[cyclopropane-1,1'-cyclohexane-4',3''-indolin]-5''-yl)methanesulfonamide